4-hydroxy-1-(3-chlorophenyl)butan-1-ol OCCCC(O)C1=CC(=CC=C1)Cl